ClC=1C=C2C(C(=CN(C2=CC1N1[C@H](CCC1)COC1=NC=CC=C1Cl)C1=CC=C(C=C1)NS(=O)(=O)CC)C(=O)O)=O (R)-6-chloro-7-(2-(((3-chloropyridin-2-yl)oxy)methyl)pyrrolidin-1-yl)-1-(4-(ethylsulfonamido)phenyl)-4-oxo-1,4-dihydroquinoline-3-carboxylic acid